6-{2-[2-(diethylamino)ethoxy]ethoxy}-7-methoxy-N-(propan-2-yl)-1H,2H,3H-cyclopenta[b]quinolin-9-amine C(C)N(CCOCCOC=1C(=CC=2C(=C3C(=NC2C1)CCC3)NC(C)C)OC)CC